N1=C(C=CC=C1)CNCC1=CC(=CC=C1)CNCC1=NC=CC=C1 N,N'-bis(2-pyridylmethyl)-1,3-xylylenediamine